tert-butyl (S)-3-(3-(4-(((benzyloxy)carbonyl)amino)-10-chloro-6-methyl-5-oxo-3,4,5,6-tetrahydrobenzo[b][1,4]diazocin-1(2H)-yl)propoxy)azetidine-1-carboxylate C(C1=CC=CC=C1)OC(=O)N[C@@H]1C(N(C2=C(N(CC1)CCCOC1CN(C1)C(=O)OC(C)(C)C)C(=CC=C2)Cl)C)=O